tert-butyl 4-(4-bromo-7-chloro-5-fluoro-2-methyl-2H-pyrazolo[4,3-f]quinazolin-9-yl)piperazine-1-carboxylate BrC=1C=2C(C=3C(=NC(=NC3C1F)Cl)N1CCN(CC1)C(=O)OC(C)(C)C)=CN(N2)C